[SiH2]1C=CC2=CC=CC=C12 SILAINDENE